BrC1=CC2=C(NC(=N2)CCN(C)C)C=C1 2-(5-bromo-1H-benzo[d]imidazol-2-yl)-N,N-dimethylethan-1-amine